(2-((1H-indol-5-yl)amino)pyridin-3-yl)methanol N1C=CC2=CC(=CC=C12)NC1=NC=CC=C1CO